glutamic acid pyroglutamate N1[C@@H](CCC1=O)C(=O)O.N[C@@H](CCC(=O)O)C(=O)O